O1C(=CC2=C1C=CC=C2)C2=CC=C(C=C2)NC(CC2=CC=C(C=C2)C)=O N-(4-(benzofuran-2-yl)phenyl)-2-(p-tolyl)acetamide